[C@@H]12COC[C@@H](CC1)C2 (1R,5S,8s)-3-oxabicyclo[3.2.1]octan